methyl 4-bromo-2-(1-cyano-2-methoxy-2-oxoethyl)-5-fluorobenzoate BrC1=CC(=C(C(=O)OC)C=C1F)C(C(=O)OC)C#N